3-(5-(difluoromethyl)-1,3,4-oxadiazol-2-yl)-8-((2R,5S)-2-(hydroxymethyl)-5-methylmorpholino)-N-(1-methylcyclopropyl)imidazo[1,5-a]pyridine-6-sulfonamide FC(C1=NN=C(O1)C1=NC=C2N1C=C(C=C2N2C[C@@H](OC[C@@H]2C)CO)S(=O)(=O)NC2(CC2)C)F